1-methoxy-3-{4-[(2-{3-[(2-methoxy-4-sulfamoylphenyl)amino]prop-1-yn-1-yl}-1-(2,2,2-trifluoroethyl)-1H-indol-4-yl)amino]piperidin-1-yl}propan-2-yl propanoate C(CC)(=O)OC(COC)CN1CCC(CC1)NC1=C2C=C(N(C2=CC=C1)CC(F)(F)F)C#CCNC1=C(C=C(C=C1)S(N)(=O)=O)OC